COCCOC(=O)N1C(CC1)N1N=CC(=C1)C1=NNC=2C1=NC(=C(C2)OC)C2=C1CCCC1=CC=C2 (4-(5-(2,3-dihydro-1H-inden-4-yl)-6-methoxy-1H-pyrazolo[4,3-b]pyridin-3-yl)-1H-pyrazol-1-yl)azetidine-1-carboxylic acid 2-methoxyethyl ester